4-hydroxy-1-methylcyclohexane-1-carboxylic acid OC1CCC(CC1)(C(=O)O)C